The molecule is a phenolate anion obtained by deprotonation of the 2-hydroxy group of (1'S,5'S)-5'-hydroxyaverantin. It is the major microspecies at pH 7.3 (according to Marvin v 6.2.0.). It has a role as a metabolite. It is a conjugate base of a (1'S,5'S)-5'-hydroxyaverantin. C[C@@H](CCC[C@@H](C1=C(C=C2C(=C1[O-])C(=O)C3=C(C2=O)C=C(C=C3O)O)O)O)O